NC(CC(=O)O)C(NC(CC1CCCCC1)C)=O 3-amino-3-[(1-cyclohexylprop-2-yl)carbamoyl]propionic acid